1-((4-(trifluoromethyl)phenyl)-methyl-d2)-1H-indole-7-carboxylic acid FC(C1=CC=C(C=C1)C(N1C=CC2=CC=CC(=C12)C(=O)O)([2H])[2H])(F)F